O[C@]1(CN(CC1)C(=O)C1=NC=CC(=C1)CNC(OC(C)(C)C)=O)C(F)(F)F |r| Racemic-tert-butyl ((2-(3-hydroxy-3-(trifluoromethyl)pyrrolidine-1-carbonyl) pyridin-4-yl)methyl)carbamate